methyl-(2-cyanobenzyl)(2-((2R,3S,4S,5S)-3,4,5-trihydroxy-6-(4-methoxyphenoxy)tetrahydro-2H-pyran-2-yl)ethyl)phosphinic acid COP(=O)(CC[C@H]1OC([C@H]([C@H]([C@@H]1O)O)O)OC1=CC=C(C=C1)OC)CC1=C(C=CC=C1)C#N